(S)-3-(4-(2-amino-2-oxoethyl)phenyl)-2-methylpropanoic acid methyl ester COC([C@H](CC1=CC=C(C=C1)CC(=O)N)C)=O